(S)-2-(1,3-dimethyl-4-oxo-1,4-dihydro-5H-pyrazolo[3,4-d]pyridazin-5-yl)-N-((2-fluoro-4-methoxyphenyl)ethyl)acetamide CN1N=C(C2=C1C=NN(C2=O)CC(=O)NCCC2=C(C=C(C=C2)OC)F)C